N=1C=CN2C1C=CC(=C2)C2=CNC=1N=C(N=CC12)C=1C=C2C=CC=NC2=CC1 6-(5-(imidazo[1,2-a]pyridin-6-yl)-7H-pyrrolo[2,3-d]pyrimidin-2-yl)quinoline